heptadecan-1-yl pentatriacontanoate C(CCCCCCCCCCCCCCCCCCCCCCCCCCCCCCCCCC)(=O)OCCCCCCCCCCCCCCCCC